2-[(3S)-1-[6-(5-{[5-(cyclopropylmethyl)-2H-1,2,3,4-tetrazol-2-yl]methyl}-1-methyl-1H-1,2,3-triazol-4-yl)-2-ethylpyridin-3-yl]-5,5-difluoropiperidin-3-yl]acetic acid C1(CC1)CC=1N=NN(N1)CC1=C(N=NN1C)C1=CC=C(C(=N1)CC)N1C[C@H](CC(C1)(F)F)CC(=O)O